(E)-N-hydroxy-3-(2-(4-((3-methylbenzyl)amino)piperidin-1-yl)phenyl)acrylamide ONC(\C=C\C1=C(C=CC=C1)N1CCC(CC1)NCC1=CC(=CC=C1)C)=O